C1(=CC=CC2=CC=CC=C12)C(C=CC1=CC=CC=C1)=O 1-(naphthalen-1-yl)-3-phenylprop-2-en-1-one